C(=O)(O)CCCCC1C2C3C4C=CC(C3C(C1)C2)C4 8-carboxyn-butyltetracyclo[4.4.0.12,5.17,10]-3-dodecene